2-bromo-ethylamine BrCCN